C(C)C1=C2C=CC(=CC2=CC=C1F)O 5-ethyl-6-fluoronaphthalin-2-ol